4-iodo-3-(trifluoromethyl)phenol IC1=C(C=C(C=C1)O)C(F)(F)F